C1(CC1)N1[C@H](CN(CC1)C1CCN(CC1)C1=NC(=C(C=C1)NC1=NC=NC(=C1)N1OCC[C@@H]1C1=CC(=CC=C1)C(F)(F)F)OC)C 2-(4-((S)-4-cyclopropyl-3-methylpiperazin-1-yl)piperidin-1-yl)-6-methoxy-5-((6-((R)-3-(3-(trifluoromethyl)phenyl)isoxazolidin-2-yl)pyrimidin-4-yl)amino)pyridin